N[C@H](C)C=1C=C(C=CC1)C=1C=CC2=C(C(=C(O2)C)COC2=C(C=CC(=C2)OC)CC(=O)OCC)C1 (R)-ethyl 2-(2-((5-(3-(1-aminoethyl)phenyl)-2-methylbenzofuran-3-yl)methoxy)-4-methoxyphenyl)acetate